aminoethyl-N-beta-aminoethyl-gamma-aminopropyl-methyl-dimethoxysilane NCCCO[Si](OC)(C)CCCNCCN